permanganate [Mn](=O)(=O)(=O)[O-]